4-benzyl-3-(difluoromethyl)-3,4-dihydroquinoxalinone C(C1=CC=CC=C1)N1C(C(NC2=CC=CC=C12)=O)C(F)F